3-((2S)-3-(8-(4'-(aminomethyl)-5-(trifluoromethyl)biphenyl-3-ylsulfonyl)-1-oxa-8-azaspiro[4.5]dec-3-ylamino)-2-hydroxypropoxy)-N-methylbenzenesulfonamide NCC1=CC=C(C=C1)C1=CC(=CC(=C1)C(F)(F)F)S(=O)(=O)N1CCC2(CC(CO2)NC[C@@H](COC=2C=C(C=CC2)S(=O)(=O)NC)O)CC1